C(=O)C=1C=C(C=CC1)S(=O)(=O)N(C)C 3-formyl-N,N-dimethylbenzenesulfonamide